6-[(E)-but-2-enyl]-4-[4-(1-hydroxy-1-methyl-ethyl)phenyl]-1H-pyrrolo[2,3-c]pyridin-7-one C(\C=C\C)N1C(C2=C(C(=C1)C1=CC=C(C=C1)C(C)(C)O)C=CN2)=O